FC(C(=O)O)(F)F.N[C@@H]1[C@H](OCCC1)C1=C(C2=NC(=CC(=C2S1)NCC1=C(C=CC=C1)F)Cl)Br 2-((2s,3s)-3-aminotetrahydro-2H-pyran-2-yl)-3-bromo-5-chloro-N-(2-fluorobenzyl)thieno[3,2-b]pyridin-7-amine trifluoroacetate